methyl-4-hydroxy-1-methyl-7-phenoxyisoquinoline-3-carboxylic acid methyl ester COC(=O)C=1N=C(C2=CC(=CC(=C2C1O)C)OC1=CC=CC=C1)C